(2S,12R,12aS)-9-fluoro-8-methoxy-1,2,3,5,6,11,12,12a-octahydro-2,12-methanopyrrolo[1',2':1,2]azepino[4,5-b]indole FC1=C(C=C2C3=C(NC2=C1)[C@H]1[C@H]2N(CC3)C[C@H](C2)C1)OC